((1R,5S,6S)-3-(2-((S)-2-methylazetidin-1-yl)-8,8-difluoro-5,6,7,8-tetrahydroquinazolin-4-yl)-3-azabicyclo[3.1.0]hexan-6-yl)methanesulphinic acid sodium salt [Na+].C[C@@H]1N(CC1)C1=NC=2C(CCCC2C(=N1)N1C[C@H]2C([C@H]2C1)CS(=O)[O-])(F)F